C(C(=C)C)(=O)O.C(C)OC(COCCOCCO)O ethoxytriethylene glycol monomethacrylate